FC=1C=C2C(C(=CN3C2=C(C1N1CCN(CC1)C1=NC=C(C=N1)F)OC[C@@H]3C)C(=O)O)=O (S)-9-fluoro-10-(4-(5-fluoropyrimidin-2-yl)piperazin-1-yl)-3-methyl-7-oxo-2,3-dihydro-7H-[1,4]oxazino[2,3,4-ij]quinoline-6-carboxylic acid